2-(6-amino-5-bromopyridazin-3-yl)phenol NC1=C(C=C(N=N1)C1=C(C=CC=C1)O)Br